(E)-3-((3-butyl-7-(ethylthio)-2-methyl-1,1-dioxido-5-phenyl-2,3,4,5-tetrahydro-1,2,5-benzothiadiazepin-8-yl)oxy)acrylic acid C(CCC)C1N(S(C2=C(N(C1)C1=CC=CC=C1)C=C(C(=C2)O/C=C/C(=O)O)SCC)(=O)=O)C